C(C)(C)(C)OC(=O)N1CCN(CCC1)CCCCCCOC1=C(C(=CC(=C1)C(=O)OCCCBr)OC)OC.FC(OC1=C(C=C(C=C1)SC)[N+](=O)[O-])F (4-(difluoromethoxy)-3-nitrophenyl)(methyl)sulfane tert-butyl-4-(6-(5-((3-bromopropyloxy)carbonyl)-2,3-dimethoxyphenoxy)hexyl)-1,4-diazacycloheptane-1-carboxylate